C(C)(C)(C)OC(=O)N1CCC(=CC1)C=1N=C(SC1)C1=CC=C2C(=C(N(C2=C1)C(=O)OC(C)(C)C)C1=CC(=NC(=C1)C)C)C tert-butyl 6-[4-(1-tert-butoxycarbonyl-3,6-dihydro-2H-pyridin-4-yl)thiazol-2-yl]-2-(2,6-dimethyl-4-pyridyl)-3-methyl-indole-1-carboxylate